N-[(3-cyclopropylphenyl)methyl]-1-[4-(4-{[(4-cyclopropylpyridin-2-yl)methyl]carbamoyl}-1H-1,2,3-triazol-1-yl)butyl]-1H-1,2,3-triazole-4-carboxamide C1(CC1)C=1C=C(C=CC1)CNC(=O)C=1N=NN(C1)CCCCN1N=NC(=C1)C(NCC1=NC=CC(=C1)C1CC1)=O